S-ethyl-cysteine C(C)SC[C@H](N)C(=O)O